COC(=O)[C@@H]1N(C[C@@H]([C@@H]1F)O)C1(C2=CC=CC=C2C=2C=CC=CC12)C1=CC=CC=C1 (2S,3R,4S)-3-fluoro-4-hydroxy-1-(9-phenylfluoren-9-yl)pyrrolidine-2-carboxylic acid methyl ester